C(#N)B cyanoboron hydride